N-(benzo[d]thiazol-5-ylmethyl)cyclopropanamine S1C=NC2=C1C=CC(=C2)CNC2CC2